2-({6-[(1,3-Benzothiazol-2-yl)amino]-5-methylpyridazin-3-yl}(methyl)amino)-5-(4-phenoxypiperidin-1-yl)-1,3-thiazole-4-carboxylic acid S1C(=NC2=C1C=CC=C2)NC2=C(C=C(N=N2)N(C=2SC(=C(N2)C(=O)O)N2CCC(CC2)OC2=CC=CC=C2)C)C